(Z)-1,4-diamino-2-butene NC\C=C/CN